(R)-Methyl 2-(4-chloro-3-((5-(((S)-1-(3-isopropylphenyl)ethyl)carbamoyl)-2,3-dimethyl-1H-indol-1-yl)methyl)phenoxy)-3-methylbutanoate ClC1=C(C=C(O[C@@H](C(=O)OC)C(C)C)C=C1)CN1C(=C(C2=CC(=CC=C12)C(N[C@@H](C)C1=CC(=CC=C1)C(C)C)=O)C)C